3-(aminomethyl)-6-chloro-4-(methylthio)pyridin-2(1H)-one NCC=1C(NC(=CC1SC)Cl)=O